ClC1=C(C(=O)NC=2C=C3C=C(N(C3=CC2)CC)C(=O)NC2=C(C=C(C=C2)F)F)C=C(C=C1)CNC(C(C)C)=O 5-(2-chloro-5-(isobutyrylaminomethyl)benzoylamino)-N-(2,4-difluorophenyl)-1-ethyl-1H-indole-2-carboxamide